C1(=CC=CC=C1)[C@H]1C[C@@H](NC1)C(=O)O (2R,4R)-4-Phenyl-pyrrolidine-2-carboxylic acid